1-(4-amino-5-bromo-7-methylisoindol-2-yl)-2-(1-(2-(trifluoromethyl)pyridin-4-yl)azetidin-3-yl)ethan-1-one NC=1C2=CN(C=C2C(=CC1Br)C)C(CC1CN(C1)C1=CC(=NC=C1)C(F)(F)F)=O